COC=1C=C(CN(C=2OC=C(N2)C(=O)NCCC2=CC=C(C=C2)OC)CC2=CC(=CC=C2)OC)C=CC1 2-(bis(3-methoxybenzyl)amino)-N-(4-methoxyphenethyl)oxazole-4-carboxamide